CN1C[C@H]([C@@H](C1)O)O (3R,4R)-1-methylpyrrolidine-3,4-diol